FC1=CC=C(C=C1)[C@@H]1N(CCC2=CC=CC=C12)C(=O)[C@H]1CC(CO1)C=O (5R)-5-((S)-1-(4-fluorophenyl)-1,2,3,4-tetrahydroisoquinoline-2-carbonyl)tetrahydrofuran-3-carbaldehyde